O=C1N2[C@H](OC13CC(C3)OC=3C=C(C#N)C=CC3)CC[C@H]2C2=NC=CN=C2 3-{[(5'S,7a'R)-3'-oxo-5'-(pyrazin-2-yl)tetrahydro-3'H-spiro[cyclobutane-1,2'-pyrrolo[2,1-b][1,3]oxazol]-3-yl]oxy}benzonitrile